C(C)C=1C(NC(N(C1)CC(=O)O)=O)=O 5-ethyluracil-1-acetic acid